ClC1=NC(=NC=C1C(=O)NC1=C(C=CC=C1Cl)Cl)SC 4-chloro-N-(2,6-dichlorophenyl)-2-(methylsulfanyl)pyrimidine-5-carboxamide